3-(N-(4-chloro-5-cyano-2-((trans-2-methoxycyclopentyl)oxy)phenyl)sulfamoyl)-4-cyclopropylbenzoic acid ClC1=CC(=C(C=C1C#N)NS(=O)(=O)C=1C=C(C(=O)O)C=CC1C1CC1)O[C@H]1[C@@H](CCC1)OC